(2R)-2-{[2-(4-methoxyphenyl)[1,2,4]triazolo[1,5-c]quinazolin-5-yl]amino}-1-(4-methylpiperazin-1-yl)propan-1-one COC1=CC=C(C=C1)C1=NN2C(=NC=3C=CC=CC3C2=N1)N[C@@H](C(=O)N1CCN(CC1)C)C